CNCCCC12C3=CC=CC=C3C(C=3C=CC=CC13)CC2 N-methyl-9,10-ethano-anthracene-9(10H)-propylamine